FC(C=1C=CC=2N(N1)C(=CN2)C2=CC(=NC=N2)N2C[C@H]1N(C(C2)CNS(=O)(=O)C)CCC1)F N-(((8aS)-2-(6-(6-(Difluoromethyl)imidazo[1,2-b]pyridazin-3-yl)pyrimidin-4-yl)octahydropyrrolo[1,2-a]pyrazin-4-yl)methyl)methanesulfonamide